4-((2-((tert-Butoxycarbonyl)amino)ethyl)amino)-2-methoxy-3-nitrobenzoic acid methyl ester COC(C1=C(C(=C(C=C1)NCCNC(=O)OC(C)(C)C)[N+](=O)[O-])OC)=O